COC(C1=CC(=C(C=C1)CN(S(=O)(=O)CC)C1=CC(=CC=C1)CN1CCS(CC1)(=O)=O)F)=O.CC1=C(C(=C(C=2C=CC3=CC=CC=C3C12)[Si]1(O[SiH2]O[Si](O1)(C1=CC=CC=C1)C1=CC=CC=C1)C1=CC=CC=C1)C)C trimethyl-triphenylphenanthryl-cyclotrisiloxane methyl-4-((N-(3-((1,1-dioxidothiomorpholino)methyl)phenyl)ethylsulfonamido)methyl)-3-fluorobenzoate